C(OCCCCBr)(OCCCCCCC(C(F)(F)F)(F)F)=O 4-bromobutyl (7,7,8,8,8-pentafluorooctyl) carbonate